2-[2,3-difluoro-phenyl]pyridine FC1=C(C=CC=C1F)C1=NC=CC=C1